1-p-toluenesulfonyl-3-oxoazetidine CC1=CC=C(C=C1)S(=O)(=O)N1CC(C1)=O